BrC1=C(C[C@H]2NC(=NOC2)C2=C(N=NC(=C2)C)OC2=CC(=CC=C2)Cl)C=CC(=C1)C |r| (5RS)-5-(2-bromo-4-methylbenzyl)-3-[3-(3-chlorophenoxy)-6-methylpyridazin-4-yl]-5,6-dihydro-4H-1,2,4-oxadiazine